2-((3-chloro-4-fluorophenyl)((5,6-difluoro-2,3-dihydro-1H-inden-2-yl)oxy)methyl)-5-methyl-4-(methylsulfonyl)-1H-imidazole ClC=1C=C(C=CC1F)C(C=1NC(=C(N1)S(=O)(=O)C)C)OC1CC2=CC(=C(C=C2C1)F)F